ClC1=NC(=NC(=C1)C(F)(F)F)NC(C)C 4-chloro-2-(propan-2-ylamino)-6-(trifluoromethyl)pyrimidine